N-(3-(3-((4-phenoxyphenyl)amino)-1,4,5,6,8-pentaaza-acenaphthylen-5(1H)-yl)cyclobutyl)acrylamide O(C1=CC=CC=C1)C1=CC=C(C=C1)NC=1C2=CNC=3N=CN=C(N(N1)C1CC(C1)NC(C=C)=O)C32